methyl (5-(8-((2S,6S)-2,6-dimethylmorpholinyl)-6-(N-(3-methyloxetane-3-yl)-N-((2-(trimethylsilyl)ethoxy)methyl)sulfamoyl)imidazo[1,5-a]pyridin-3-yl)-1,3,4-thiadiazol-2-yl)acetate C[C@H]1CN(C[C@@H](O1)C)C=1C=2N(C=C(C1)S(N(COCC[Si](C)(C)C)C1(COC1)C)(=O)=O)C(=NC2)C2=NN=C(S2)CC(=O)OC